N'-{5-[Acetyl(hydroxy)amino]pentyl}-N-[5-({4-[(5-aminopentyl)(hydroxy)amino]-4-oxobutanoyl}amino)pentyl]-N-hydroxysuccinamid C(C)(=O)N(CCCCCNC(CCC(=O)N(O)CCCCCNC(CCC(=O)N(O)CCCCCN)=O)=O)O